2-(((2-(4-(trifluoromethoxy)phenyl)-1H-benzo[d]imidazol-1-yl)methyl)phenoxy)hexanoic acid ethyl ester C(C)OC(C(CCCC)OC1=C(C=CC=C1)CN1C(=NC2=C1C=CC=C2)C2=CC=C(C=C2)OC(F)(F)F)=O